BrC1=C(C=C(C=C1)C1=NN=CO1)OC(C)C1CCNCC1 5-{4-bromo-3-[1-(piperidin-4-yl)ethoxy]phenyl}-1,3,4-oxadiazol